4-(5-(2,6-difluorophenyl)-3-methyl-6H-pyrazolo[1,5-a]pyrido[3,4-f][1,3,5]triazepin-9-yl)morpholine FC1=C(C(=CC=C1)F)C1=NC=2N(C3=C(N1)C=NC(=C3)N3CCOCC3)N=CC2C